4-(aminomethyl)-1-(5-(3-fluoro-2-methoxy-4-methylphenyl)imidazo[2,1-b][1,3,4]thiadiazol-2-yl)piperidin-4-ol NCC1(CCN(CC1)C1=NN2C(S1)=NC=C2C2=C(C(=C(C=C2)C)F)OC)O